Dinaphtho[1,2-b:2',3'-d]furan-9-ol C1=CC=CC=2C=CC3=C(OC4=C3C=C3C=C(C=CC3=C4)O)C12